(2-aminoethyl)-5-(2-fluoro-4-(4-(2-fluorobenzyl)-5-oxo-4,5-dihydro-1H-1,2,4-triazol-1-yl)phenoxy)-4-methylthiazole-2-carboxamide NCCNC(=O)C=1SC(=C(N1)C)OC1=C(C=C(C=C1)N1N=CN(C1=O)CC1=C(C=CC=C1)F)F